1-(1-Methylindolin-6-yl)dihydropyrimidine-2,4(1H,3H)-dione CN1CCC2=CC=C(C=C12)N1C(NC(CC1)=O)=O